N1=C(C=CC2=C1N=CCC(=C2)C(=O)N)C(=O)N 7H-pyrido[2,3-b]azepine-2,6-dicarboxamide